(1r,2r)-N-(6-(7-(dimethylamino)-6-fluoro-5-(trifluoromethyl)-1H-indazol-4-yl)imidazo[1,2-a]pyrazin-2-yl)-2-fluorocyclopropane-1-carboxamide CN(C=1C(=C(C(=C2C=NNC12)C=1N=CC=2N(C1)C=C(N2)NC(=O)[C@@H]2[C@@H](C2)F)C(F)(F)F)F)C